(1R,3S,5R)-3-Benzyl 2-tert-Butyl 5-((3-(2-Hydroxyethyl)-1,2,4-oxadiazol-5-yl)methyl)-2-azabicyclo[3.1.0]hexane-2,3-dicarboxylate OCCC1=NOC(=N1)C[C@]12C[C@H](N([C@@H]2C1)C(=O)OC(C)(C)C)C(=O)OCC1=CC=CC=C1